C(#N)C1=CC2(CCN(C2)C(=O)OC(C)(C)C)C(C1=O)(C)C tert-butyl 7-cyano-9,9-dimethyl-8-oxo-2-azaspiro[4.4]non-6-ene-2-carboxylate